tert-butyl (2R,4S)-4-[2-(4-chloro-3-fluorophenoxy) acetamido]-2-{[(4-chlorophenyl) formohydrazido]carbonyl}pyrrolidine-1-carboxylate ClC1=C(C=C(OCC(=O)N[C@H]2C[C@@H](N(C2)C(=O)OC(C)(C)C)C(=O)NNC(=O)C2=CC=C(C=C2)Cl)C=C1)F